9-nitro-3,4-dihydro-2H-[1,4]oxazepino[2,3,4-hi]indol-6(7H)-one [N+](=O)([O-])C=1C=C2CC(N3C2=C(C1)OCCC3)=O